CNC(O[C@@H]1CC[C@H](CC1)C(N(C[C@@H]1CC[C@H](CC1)C1=NC(=C(C=C1)OC)C)C1=NC=CC(=C1)C=1N=C(OC1)C(C)C)=O)=O trans-4-((4-(2-Isopropyloxazol-4-yl) pyridine-2-yl)((trans-4-(5-methoxy-6-methylpyridin-2-yl)cyclohexyl)methyl) carbamoyl)cyclohexyl methylcarbamate